5-oxa-2-azaspiro[3.4]octaneamine 2,2,2-trifluoroacetic acid salt FC(C(=O)O)(F)F.C1(NCC12OCCC2)N